C(C1=CC=CC=C1)C1=NOC2C(O1)C=CN([C@H]2C2=CC=C(C=C2)C(C)C)C(=O)OC |o1:16| methyl (4R*,8S*,8S*)-3-benzyl-8-(4-isopropylphenyl)-8,8a-dihydropyrido[4,3-e][1,4,2]dioxazine-7(4aH)-carboxylate